3-[[tert-butyl(diphenyl)silyl]oxymethyl]piperazine [Si](C1=CC=CC=C1)(C1=CC=CC=C1)(C(C)(C)C)OCC1CNCCN1